FC1(C(CCC1)OC1=C(C=C(C=C1)NC(=O)C=1N=C(OC1CC(F)(F)F)N1CC(C1)OC)F)F (4-((2,2-difluorocyclopentyl)oxy)-3-fluorophenyl)-2-(3-methoxyazetidin-1-yl)-5-(2,2,2-trifluoroethyl)oxazole-4-carboxamide